methyl 3-[1-[2-(4,4-dimethyl-1-piperidyl)-3,6-dimethyl-4-oxo-chromen-8-yl] ethylamino]-2-(4,4,5,5-tetramethyl-1,3,2-dioxaborolan-2-yl)benzoate CC1(CCN(CC1)C=1OC2=C(C=C(C=C2C(C1C)=O)C)C(C)NC=1C(=C(C(=O)OC)C=CC1)B1OC(C(O1)(C)C)(C)C)C